BrC1=NNC2=NC=NC(=C21)N2CCC(CC2)C(CCCN(C)C)(O)C2=CC=C(C=C2)Cl 1-[1-(3-bromo-1H-pyrazolo[3,4-d]pyrimidin-4-yl)piperidin-4-yl]-1-(4-chlorophenyl)-4-(dimethylamino)butan-1-ol